(2R)-3,4-dibromo-2-[(tert-butoxycarbonyl)amino]butanoic acid BrC([C@@H](C(=O)O)NC(=O)OC(C)(C)C)CBr